FC=1C(=CC=C2CN(C(C12)=O)[C@@H](C(=O)OC(C)(C)C)C)C1=NC(=NC=C1)NC1=CC=NN1C tert-butyl (R)-2-(7-fluoro-6-(2-((1-methyl-1H-pyrazol-5-yl)amino)pyrimidin-4-yl)-1-oxoisoindolin-2-yl)propanoate